1-(4-(5-(difluoromethyl)-1,3,4-oxadiazol-2-yl)-2-fluorobenzyl)-3-(1-(oxetan-3-yl)piperidin-4-yl)-1,3-dihydro-2H-benzo[d]imidazol-2-one FC(C1=NN=C(O1)C1=CC(=C(CN2C(N(C3=C2C=CC=C3)C3CCN(CC3)C3COC3)=O)C=C1)F)F